F[C@@H]1C[C@@H](N(C1)C(=O)C1(OCCCC1)C1=CC=C(C=C1)OC)C(=O)NC1=C2C=NN(C2=CC=C1)C(=O)OC(C)(C)C tert-Butyl 4-{[(4R)-4-fluoro-1-{[2-(4-methoxyphenyl)tetrahydro-2H-pyran-2-yl]carbonyl}-D-prolyl]amino}-1H-indazole-1-carboxylate